C1(=CC=CC=C1)COCCOCCOCCCOCCOCCO 1-phenyl-2,5,8,12,15-pentaoxaheptadecan-17-ol